6-(4-chloro-2-methyl-6-(4,4,5,5-tetramethyl-1,3,2-dioxaborolan-2-yl)benzyl)-4-(4-methoxybenzyl)-2,2-dimethylmorpholine ClC1=CC(=C(CC2OC(CN(C2)CC2=CC=C(C=C2)OC)(C)C)C(=C1)B1OC(C(O1)(C)C)(C)C)C